butyl-5-(5-iodo-2-methoxybenzyl)-6-methylpyrimidine-2,4-diamine C(CCC)NC1=NC(=C(C(=N1)N)CC1=C(C=CC(=C1)I)OC)C